1-phenyl-pyridine-3-carboxamide C1(=CC=CC=C1)N1CC(=CC=C1)C(=O)N